1-n-butyl-5-sec-butyl-3-ethyl-4-hydroxy-pyrazole C(CCC)N1N=C(C(=C1C(C)CC)O)CC